CC1=CC=C(C=C1)CCS(=O)(=O)N(C)C 2-(4-methylphenyl)-N,N-dimethylaminosulfonylethane